O(C1=CC=CC=C1)C1=CC=C(C=C1)C=1C(=NC=NC1N)NCC1CCNCC1 5-(4-phenoxyphenyl)-N4-(piperidin-4-ylmethyl)pyrimidine-4,6-diamine